1-{[(1s,5s)-3-(cyanoacetyl)-3-azabicyclo[3.1.0]hex-1-yl]methoxy}-7-(prop-2-yloxy)isoquinoline-6-carboxamide C(#N)CC(=O)N1C[C@@]2(C[C@@H]2C1)COC1=NC=CC2=CC(=C(C=C12)OC(C)C)C(=O)N